C(CC)NC(=O)NCCC 1,3-dipropylurea